FC=1C=C2C=C(NC2=CC1F)C(=O)N1CCN(CC1)C([C@H](C1CCC(CC1)(F)F)NC([C@H](C)N(C(OC(C)(C)C)=O)C)=O)=O tert-Butyl ((S)-1-(((S)-2-(4-(5,6-difluoro-1H-indole-2-carbonyl)piperazin-1-yl)-1-(4,4-difluorocyclohexyl)-2-oxoethyl)amino)-1-oxopropan-2-yl)(methyl)carbamate